N-({4-amino-1H,3H-furo[3,4-c]quinolin-7-yl}methyl)-2-cyclopropyl-N-(4-fluoro-2-methanesulfonylphenyl)pyrimidine-5-carboxamide NC1=NC=2C=C(C=CC2C2=C1COC2)CN(C(=O)C=2C=NC(=NC2)C2CC2)C2=C(C=C(C=C2)F)S(=O)(=O)C